CC(=CCOC(CC1=CC=CC=C1)OCC=C(CCC=C(C)C)C)CCC=C(C)C [2,2-bis[(3,7-dimethyl-2,6-octadienyl)oxy]ethyl]-benzene